3-Ethyl-N-[4-(7-fluoro-1,3-benzoxazol-2-yl)phenyl]oxetan-3-carboxamid C(C)C1(COC1)C(=O)NC1=CC=C(C=C1)C=1OC2=C(N1)C=CC=C2F